ε-allyl-ε-caprolactone C(C=C)C1CCCCC(=O)O1